(S)-2-(1,3-dimethyl-1H-pyrazol-4-yl)-N-(2-methyl-5-(2-(2-methylpyrrolidin-1-yl)acetamido)pyridin-3-yl)-1H-pyrrolo[2,3-b]pyridine-5-carboxamide CN1N=C(C(=C1)C1=CC=2C(=NC=C(C2)C(=O)NC=2C(=NC=C(C2)NC(CN2[C@H](CCC2)C)=O)C)N1)C